2-(aminomethyl)-4-bromoaniline dihydrochloride Cl.Cl.NCC1=C(N)C=CC(=C1)Br